tert-butyl (R)-5-((6-(3-methylmorpholino)-4-(1-(methylsulfonyl) cyclopropyl) pyridin-2-yl) amino)-1H-pyrazole-1-carboxylate C[C@@H]1COCCN1C1=CC(=CC(=N1)NC1=CC=NN1C(=O)OC(C)(C)C)C1(CC1)S(=O)(=O)C